6-(1,3-dimethyl-1H-pyrazol-4-yl)-2-(6-(((1R,3s,5S)-1,5-dimethyl-8-azabicyclo[3.2.1]octan-3-yl)oxy)pyridazin-3-yl)-7-fluoro-2,3-dihydro-1H-pyrrolo[3,4-c]pyridin-1-one CN1N=C(C(=C1)C1=C(C2=C(C=N1)CN(C2=O)C=2N=NC(=CC2)OC2C[C@]1(CC[C@@](C2)(N1)C)C)F)C